N-((6-amino-2,4-dimethylpyridin-3-yl)methyl)-3-(difluoromethyl)-1-(4-(2-oxopyridin-1(2H)-yl)methylbenzyl)-1H-pyrazole-4-carboxamide NC1=CC(=C(C(=N1)C)CNC(=O)C=1C(=NN(C1)CC1=CC=C(C=C1)CN1C(C=CC=C1)=O)C(F)F)C